CC1=NC(=NC=C1S(=O)(=O)N1CC2(CN(C2)C2CCN(CC2)C(C)=O)C1)C(F)(F)F 1-(4-(6-((4-methyl-2-(trifluoromethyl)pyrimidin-5-yl)sulfonyl)-2,6-diazaspiro[3.3]heptan-2-yl)piperidin-1-yl)ethan-1-one